C(C)OC=1C=CC(=NC1)C=1N(C(=NN1)C1CC(C1)NC(C1=CC=CC=C1)=O)C1=CC=CC=C1 N-((1r,3r)-3-(5-(5-ethoxypyridin-2-yl)-4-phenyl-4H-1,2,4-triazol-3-yl)cyclobutyl)benzamide